N-2-ethylhexyl-1,3-bis(aminomethyl)benzene Nickel-Manganese-Gallium [Ga].[Mn].[Ni].CCNCC1=C(C(=CC=C1)CN)CCCCCC